(Z)-3-heptyl-2-((3-heptyl-4-methylthiazol-2(3H)-ylidene)methyl)-4-methylthiazol-3-ium iodide [I-].C(CCCCCC)[N+]1=C(SC=C1C)\C=C\1/SC=C(N1CCCCCCC)C